2-(hydroxyimino)-2-(2-methylpyridin-4-yl)ethan-1-one ON=C(C=O)C1=CC(=NC=C1)C